C1(CC1)NC(C1=C(C=C(C=C1OC)C1=CN=C2N1C=CC(=C2)C2CN(C2)C)OC(F)F)=O N-cyclopropyl-2-(difluoromethoxy)-6-methoxy-4-[7-(1-methylazetidin-3-yl)imidazo[1,2-a]pyridin-3-yl]benzamide